2-Amino-4,5-dimethoxybenzaldehyde NC1=C(C=O)C=C(C(=C1)OC)OC